COC1=CC=C(COC=2C=C(C=C3C=CC=NC23)SCC2=CC(=NN2C)C(=O)OCC)C=C1 Ethyl 5-(((8-((4-methoxybenzyl)oxy)quinolin-6-yl)thio)methyl)-1-methyl-1H-pyrazole-3-carboxylate